2-oxo-4-[(hydroxy)(methyl)phosphino]butyric acid O=C(C(=O)O)CCP(C)O